N-cyclopropyl-6-(1-(2,2-difluoroethyl)-4-(4-fluorophenyl)-1H-imidazol-5-yl)imidazo[1,2-b]pyridazine-3-carboxamide C1(CC1)NC(=O)C1=CN=C2N1N=C(C=C2)C2=C(N=CN2CC(F)F)C2=CC=C(C=C2)F